N-(3-(bromodifluoromethyl)-2-chlorobenzyl)-1-methyl-5-oxopyrrolidine-2-carboxamide BrC(C=1C(=C(CNC(=O)C2N(C(CC2)=O)C)C=CC1)Cl)(F)F